N,N'-dihexyl-urea C(CCCCC)NC(=O)NCCCCCC